C(#N)C=1C(=NC(=NC1)NC1=C(C=C(C=C1)N1CCN(CC1)CC)NC(C=C)=O)NC1=C(C=C(C=C1)C(F)(F)F)OC(C)C N-(2-((5-cyano-4-((2-isopropoxy-4-(trifluoromethyl)phenyl)amino)pyrimidin-2-yl)amino)-5-(4-ethylpiperazin-1-yl)phenyl)acrylamide